ClC1=C(C=CC=C1NC=1N=CC=C2C=C(C=NC12)CN1CC(C1)C(=O)O)C1=C(C(=CC=C1)NC(=O)C=1N(C2=C(CN(CC2)C)N1)C)C 1-((8-(2-chloro-3'-(1,5-dimethyl-4,5,6,7-tetrahydro-1H-imidazo[4,5-c]pyridine-2-carboxamido)-2'-methylbiphenyl-3-ylamino)-1,7-naphthyridin-3-yl)methyl)azetidine-3-carboxylic acid